C(C)C(CP(O)(O)=O)CCCC 2-Ethylhexylphosphonic acid